((3aR,6aS)-5-(4,6-dimethylpyrimidin-2-yl)hexahydropyrrolo[3,4-c]pyrrol-2(1H)-yl)(2-(pyrimidin-2-yl)pyrazolo[1,5-a]pyridin-3-yl)methanone CC1=NC(=NC(=C1)C)N1C[C@@H]2[C@H](C1)CN(C2)C(=O)C=2C(=NN1C2C=CC=C1)C1=NC=CC=N1